3-({[(4R)-7-[(5-cyclopropylpyridin-2-yl)(methyl)amino]-3,4-dihydro-2H-1-benzopyran-4-yl]methyl}amino)pyridine-4-carboxylic acid C1(CC1)C=1C=CC(=NC1)N(C1=CC2=C([C@@H](CCO2)CNC=2C=NC=CC2C(=O)O)C=C1)C